C(C)OC(C[C@@H](C[C@@H](CC#N)O)O)=O (3R,5R)-6-cyano-3,5-dihydroxyhexanoic acid ethyl ester